COC(CNC1=NC=CC2=C1N=C(N=C2)NC=2C(=NC(=CC2)C2=CN=NN2C)OC)(C)C N8-(2-methoxy-2-methylpropyl)-N2-(2-methoxy-6-(1-methyl-1H-1,2,3-triazol-5-yl)pyridin-3-yl)pyrido[3,4-d]pyrimidine-2,8-diamine